ethyl 3-cyclohexyl-5-cyclopropyl-1,2-oxazole-4-carboxylate C1(CCCCC1)C1=NOC(=C1C(=O)OCC)C1CC1